N-((5-(5-(difluoromethyl)-1,3,4-oxadiazol-2-yl)thiazol-2-yl)methyl)-N-(6-methylpyridin-3-yl)ethanesulfonamide FC(C1=NN=C(O1)C1=CN=C(S1)CN(S(=O)(=O)CC)C=1C=NC(=CC1)C)F